CC(C(=O)OCCC(C)(C1=CC(=CC=C1)C(F)(F)F)NC(NC1=C(C=CC=C1CN1C(OC=C1)=N)N)=S)(C)C 3-[({2-amino-6-[(2-imino-2,3-dihydro-1,3-oxazol-3-yl)methyl]phenyl}carbamothioyl)amino]-3-[3-(trifluoromethyl)-phenyl]butyl 2,2-dimethylpropanoate